tert-butyl 3-(4-acetamido-2,5-difluorophenyl)-2-(2,6-diethylphenyl)-2,4,6,7-tetrahydro-5H-pyrazolo[4,3-c]pyridine-5-carboxylate C(C)(=O)NC1=CC(=C(C=C1F)C=1N(N=C2C1CN(CC2)C(=O)OC(C)(C)C)C2=C(C=CC=C2CC)CC)F